C(CC#C)C1(N=N1)CCC(=O)N1CCN(CC1)CCOC=1C=C(C(=O)NC=2SC=C(N2)C2=NC=CC=C2)C=C(C1)C(=O)N1CCN(CC1)C 3-(2-(4-(3-(3-(but-3-yn-1-yl)-3H-diazirin-3-yl)propanoyl)piperazin-1-yl)ethoxy)-5-(4-methylpiperazine-1-carbonyl)-N-(4-(pyridin-2-yl)thiazol-2-yl)benzamide